{3-[(2-fluoro-4-iodophenyl)amino]pyridin-4-yl}methanol FC1=C(C=CC(=C1)I)NC=1C=NC=CC1CO